N-(5-(3-chloro-2-methoxybenzoyl)-5,6-dihydro-4H-pyrrolo[3,4-d]thiazol-2-yl)-4-(5-cyano-2-methoxyphenyl)-6-methylnicotinamide ClC=1C(=C(C(=O)N2CC=3N=C(SC3C2)NC(C2=CN=C(C=C2C2=C(C=CC(=C2)C#N)OC)C)=O)C=CC1)OC